BrC=1C(=NC(=NC1)SC)C(C(=O)OCC)NC=O ethyl 2-(5-bromo-2-(methylthio) pyrimidin-4-yl)-2-formylaminoacetate